isocyanocyclohexane [N+](#[C-])C1CCCCC1